C(#N)C1=CC=2N(N=C1)C(=CC2)C2=CC(=C(C=N2)C2=NN=C(S2)CCNC(OC(C)(C)C)=O)NC(C)C tert-butyl (2-(5-(6-(3-cyanopyrrolo[1,2-b]pyridazin-7-yl)-4-(isopropylamino)pyridin-3-yl)-1,3,4-thiadiazol-2-yl)ethyl)carbamate